O=C[13C@H](O)[C@@H](O)[C@H](O)[C@H](O)CO [2-13C]glucose